{2,2-difluoro-7-azaspiro[3.5]nonan-6-yl}benzoate FC1(CC2(C1)CC(NCC2)OC(C2=CC=CC=C2)=O)F